(R)-3-(6-(2,3,6-trifluorophenyl)-3-thioxo-3,5,6,7-tetrahydro-2H-pyrrolo[1,2-c]imidazol-1-yl)propanoic acid FC1=C(C(=CC=C1F)F)[C@H]1CC=2N(C(NC2CCC(=O)O)=S)C1